C(=O)(O)CCNC(C(C)C)=O N-(2-carboxyethyl)-2-methyl-Propanamide